3-(3-Chloro-4-hydroxyphenyl)-1-[4-(dimethylamino)phenyl]prop-2-en-1-one ClC=1C=C(C=CC1O)C=CC(=O)C1=CC=C(C=C1)N(C)C